FC1=NC=CC=C1C=1C=C2CCN(CC2=CC1)C(=O)OC(C)(C)C tert-butyl 6-(2-fluoropyridin-3-yl)-3,4-dihydroisoquinoline-2(1H)-carboxylate